2-(6,6-difluoro-4-phenylhex-5-en-1-yl)-5,5-dimethyl-1,3-dioxane FC(=CC(CCCC1OCC(CO1)(C)C)C1=CC=CC=C1)F